N,N-bis(triisopropylsilyl)decenamine C(C)(C)[Si](N(C=CCCCCCCCC)[Si](C(C)C)(C(C)C)C(C)C)(C(C)C)C(C)C